BrC1=CC2=C(C=N1)C(=NN2)C2=NC1=C(N2COCC[Si](C)(C)C)CN(C1)C(=O)OC(C)(C)C Tert-butyl 2-(6-bromo-1H-pyrazolo[4,3-c]pyridine-3-yl)-1-((2-(trimethylsilyl)ethoxy)methyl)-4,6-dihydropyrrolo[3,4-d]imidazol-5(1H)-carboxylate